(R)-6-(4-((3-(4-methyl-1-oxo-1,3-dihydroisobenzofuran-5-yl)piperazin-1-yl)methyl)-1H-pyrazol-1-yl)-4-morpholinopyridine-3-carbonitrile CC1=C2COC(C2=CC=C1[C@@H]1CN(CCN1)CC=1C=NN(C1)C1=CC(=C(C=N1)C#N)N1CCOCC1)=O